N-methyl-6-[(3R)-3-methyl-1,2,3,4-tetrahydroisoquinoline-2-carbonyl]-N-phenyl-2,3-dihydro-1H-isoindole-2-carboxylic acid amide CN(C(=O)N1CC2=CC(=CC=C2C1)C(=O)N1CC2=CC=CC=C2C[C@H]1C)C1=CC=CC=C1